2-((5-bromo-2-chloropyrimidin-4-yl)amino)-N-(2,2,2-trifluoroethyl)benzamide BrC=1C(=NC(=NC1)Cl)NC1=C(C(=O)NCC(F)(F)F)C=CC=C1